FC1=C(C(=CC=C1NS(=O)(=O)C1=C(C=CC(=C1)F)OC)F)C=1C=C2C=NC(=NC2=CC1)NC(C(C)(C)C)=O N-(6-(2,6-difluoro-3-(5-fluoro-2-methoxyphenylsulfonamido)phenyl)quinazolin-2-yl)pivalamide